ClC=1C=C(C=CC1F)NC(N(CC1=NNC=C1C)C=1C=NC(=CC1)OC)=O 3-(3-chloro-4-fluorophenyl)-1-(6-methoxypyridin-3-yl)-1-((4-methyl-1H-pyrazol-3-yl)methyl)urea